NC=1C=2N(C(=C(N1)C1=CC=C(C=C1)F)C=1C=CC=3N(C1)C(=CN3)C)C=C(N2)C(=O)[O-].[Li+] lithium(1+) 8-amino-6-(4-fluorophenyl)-5-{3-methylimidazo[1,2-a]pyridin-6-yl}imidazo[1,2-a]pyrazine-2-carboxylate